[2-[6-amino-5-[4-(2-oxopiperazin-1-yl)pyrazol-1-yl]pyridazin-3-yl]phenyl] 4-(1-piperidyl)piperidine-1-carboxylate N1(CCCCC1)C1CCN(CC1)C(=O)OC1=C(C=CC=C1)C=1N=NC(=C(C1)N1N=CC(=C1)N1C(CNCC1)=O)N